(4-bromo-2,6-dimethylphenyl)-2-(4-(difluoromethyl)cyclohexyl)acetamide-d BrC1=CC(=C(C(=C1)C)C(C(=O)N[2H])C1CCC(CC1)C(F)F)C